[Co].[Ni].[Li] LITHIUM-NICKEL-COBALT